ClC1=CC2=C(N=C(S2)NC2=NC3=C(N2C)C=CC=C3)C=C1 2-(6-Chloro-benzothiazol-2-ylamino)-1-methyl-1H-benzoimidazole